CP(=O)(C)C1=CC2=C(N=C(N=C2N[C@H](C)C2=C(C(=CC=C2)C(F)(F)F)C)C)N=C1 6-(Dimethylphosphoryl)-2-methyl-N-{(1R)-1-[2-methyl-3-(trifluoromethyl)phenyl]ethyl}pyrido[2,3-d]pyrimidin-4-amine